4-[5-(3,4-difluorophenyl)-1-tetrahydropyran-2-yl-6-tetrahydropyran-4-yl-pyrazolo[4,3-g]isoquinolin-8-yl]oxy-3-fluoro-2-hydroxy-benzoic acid methyl ester COC(C1=C(C(=C(C=C1)OC1=NC(=C(C2=CC3=C(C=C12)N(N=C3)C3OCCCC3)C3=CC(=C(C=C3)F)F)C3CCOCC3)F)O)=O